1-Ethyl-3-methylimidazolium bis(fluoromethanesulfonate) FCS(=O)(=O)[O-].FCS(=O)(=O)[O-].C(C)N1C=[N+](C=C1)C.C(C)N1C=[N+](C=C1)C